[C@H](C)(CC)NCCC(=O)NC1=C(C2=C(CN(CC2)C(=O)OC(C)(C)C)S1)C=1SC=C(N1)C=1C=NC=CC1 tert-butyl (S)-2-(3-(sec-butylamino)propanamido)-3-(4-(pyridin-3-yl)thiazol-2-yl)-4,7-dihydrothieno[2,3-c]pyridine-6(5H)-carboxylate